[N+](=O)([O-])C=1C=C(C(=O)OC2C(CC3C4CC(C5=CC(C=CC5(C4(C(CC23C)O)F)C)=O)F)C)C=CC1 6,9-difluoro-11-hydroxy-10,13,16-trimethyl-3-oxo-6,7,8,9,10,11,12,13,14,15,16,17-dodecahydro-3H-cyclopenta[a]phenanthren-17-yl 3-nitrobenzoate